BrC1=C(N=C(C(=N1)C(=O)OCC)O)C ethyl 6-bromo-3-Hydroxy-5-methyl-pyrazine-2-carboxylate